dimethyl-2-hydroxyisophthalic acid CC1=CC(=C(C(=C1C(=O)O)O)C(=O)O)C